N-(1,3,4-oxadiazol-2-yl)phenylcarboxamide O1C(=NN=C1)NC(=O)C1=CC=CC=C1